NC1=NC=NN2C1=C(C(=N2)C2=C(C=C(C=C2)NC(C(=C)C)=O)F)C2=CC(=C(C=C2)OC2=NC=CC(=N2)C)F N-(4-(4-amino-5-(3-fluoro-4-((4-methylpyrimidin-2-yl)oxy)phenyl)pyrazolo[5,1-f][1,2,4]triazin-6-yl)-3-fluorophenyl)methacrylamide